FC1(C(CN(CC1)C1=C(C(=O)NC2=CC(=NC=C2)S(N)(=O)=O)C=CC(=N1)C(F)(F)F)C)F 2-(4,4-difluoro-3-methylpiperidin-1-yl)-N-(2-sulfamoylpyridin-4-yl)-6-(trifluoromethyl)nicotinamide